COC1=CC=C(C(=N1)C(F)(F)F)B1OC(C(O1)(C)C)(C)C 6-methoxy-3-(4,4,5,5-tetramethyl-1,3,2-dioxaborolan-2-yl)-2-(trifluoromethyl)pyridine